tert-butyl (2S)-2-[(benzyloxy)methyl]-3,4,5,8-tetrahydro-2H-1,4-oxazocine-4-carboxylate C(C1=CC=CC=C1)OC[C@H]1OCC=CCN(C1)C(=O)OC(C)(C)C